FC1(CCC2=C(C=CC=C12)C(C)=NS(=O)C(C)(C)C)F N-(1-(1,1-difluoro-2,3-dihydro-1H-inden-4-yl)ethylidene)-2-methylpropane-2-sulfinamide